(R)-3-(7-(Cyclopropanecarbonyl)-8-methyl-3-(3-methyl-1,2,4-thiadiazol-5-yl)-5,6,7,8-Tetrahydroimidazo[1,5-a]pyrazin-1-yl)oxazolidin-2-one C1(CC1)C(=O)N1[C@@H](C=2N(CC1)C(=NC2N2C(OCC2)=O)C2=NC(=NS2)C)C